C1=CC(=CC=2C3=CC=CC=C3NC12)C(=O)NCC(=O)N1CC2(OCCO2)C[C@H]1C(=O)O (S)-7-((9H-carbazole-3-carbonyl)glycyl)-1,4-dioxa-7-azaspiro[4.4]nonane-8-carboxylic acid